4-[6-fluoro-1-[3-(hydroxymethyl)pyrrolidin-3-yl]indazol-3-yl]spiro[1H-pyrrolo(2,3-b)pyridine-3,1'-cyclopentane]-2-one dihydrochloride Cl.Cl.FC1=CC=C2C(=NN(C2=C1)C1(CNCC1)CO)C1=C2C(=NC=C1)NC(C21CCCC1)=O